C(C)(C)(C)OC(=O)CC(C)C 1-tert-butoxycarbonyl-isobutane